BrCCCCCCCCCCOC1=C2C(N(C(C2=CC=C1)=O)C1C(NC(CC1)=O)=O)=O 4-((10-bromodecyl)oxy)-2-(2,6-dioxopiperidin-3-yl)isoindoline-1,3-dione